C(C)OC(C(C(=O)[C@H]1N(C[C@@H](C1)F)C(=O)O)N1N=C2C=C(C=C(C2=C1)F)I)=O (2S,4R)-2-(3-ethoxy-2-(4-fluoro-6-iodo-2H-indazol-2-yl)-3-oxopropanoyl)-4-fluoropyrrolidine-1-carboxylic acid